COC1(CC1)CNC(OC(C)(C)C)=O tert-butyl ((1-methoxycyclopropyl)methyl)carbamate